4-(2-Amino-4-isopropyl-thiazol-5-yl)-pyrimidin-2-ol NC=1SC(=C(N1)C(C)C)C1=NC(=NC=C1)O